4-methoxy-5-({6-[(1r,2s)-5'-methoxy-2'-oxo-1',2'-dihydrospiro[cyclopropan-1,3'-indol]-2-yl]-1H-indazol-3-yl}amino)-N,N-dimethylpyridine-2-carboxamide COC1=CC(=NC=C1NC1=NNC2=CC(=CC=C12)[C@@H]1C[C@@]12C(NC1=CC=C(C=C21)OC)=O)C(=O)N(C)C